benzyl 3-((6-methoxypyridin-3-yl)methyl)-5-methyl-4-oxo-3,4,5,6,8,9-hexahydro-7H-pyrido[4',3':4,5]pyrrolo[2,3-d]pyridazine-7-carboxylate COC1=CC=C(C=N1)CN1N=CC2=C(C1=O)N(C1=C2CCN(C1)C(=O)OCC1=CC=CC=C1)C